C(CCCCCCCCCCCCCCCCC)C(C(=O)O)(CCCCCCCCCC(=O)O)CCCCCCCCCCCCCCCCCC.C(CCCCCCCCCCC(=O)OCCCCCCCCCCCCCCCCCC)(=O)OCCCCCCCCCCCCCCCCCC distearyl dodecanedioate (DISTEARYL DODECANEDIOATE)